S-m-methylbenzyl-N-cyano-N'-methylisothiourea CC=1C=C(CSC(NC#N)=NC)C=CC1